FC1=C(C(=C(C2=C(C(=C(C(=C12)F)F)F)F)F)F)[Cd]C1=C(C2=C(C(=C(C(=C2C(=C1F)F)F)F)F)F)F bis(perfluoronaphthalen-2-yl)cadmium